di(hydroxymethyl)guanidine OCNC(NCO)=N